2-methylheptyl arachidate C(CCCCCCCCCCCCCCCCCCC)(=O)OCC(CCCCC)C